4-((3-(aminomethyl)phenyl)amino)-2-((6-methoxy-2-methyl-1,2,3,4-tetrahydroisoquinolin-7-yl)amino)pyrimidine-5-carboxamide NCC=1C=C(C=CC1)NC1=NC(=NC=C1C(=O)N)NC1=C(C=C2CCN(CC2=C1)C)OC